CC(C#C)(CC\C=C(/CCCC(CCCC(C)C)C)\C)O (Z)-3,7,11,15-tetra-methylhexadec-6-en-1-yn-3-ol